5-((4-(4-methylthiazol-5-yl)benzyl)carbamoyl)pyrrolidin-3-yl 2,2-dimethyl-4-oxo-3,8,11,14,17-pentaoxa-5-azanonadecan-19-oate CC(C)(OC(NCCOCCOCCOCCOCC(=O)OC1CNC(C1)C(NCC1=CC=C(C=C1)C1=C(N=CS1)C)=O)=O)C